O\N=C\C=1C=C(C(=O)OC(C)(C)C)C=CC1 tert-butyl (E)-3-((hydroxyimino)methyl)benzoate